2,2-Dichloro-N-(4-methylbenzo[d]thiazol-2-yl)acetamidine ClC(C(=N)NC=1SC2=C(N1)C(=CC=C2)C)Cl